C(#N)C1=CC(=C(COC2=CC=CC(=N2)C23COC(CC2)(CC3)CC3=NC2=C(N3C[C@H]3OCC3)C=C(C=C2)C(=O)O)C=C1)F (S)-2-((4-(6-((4-cyano-2-fluorobenzyl)oxy)pyridin-2-yl)-2-oxabicyclo[2.2.2]octan-1-yl)methyl)-1-(oxetan-2-ylmethyl)-1H-benzo[d]imidazole-6-carboxylic acid